(S)-7-(2,4-difluorobenzyl)-2-methyl-2,3-dihydro-1H-pyrido[2,3-b][1,4]oxazine-6-carboxamide FC1=C(CC2=CC3=C(OC[C@@H](N3)C)N=C2C(=O)N)C=CC(=C1)F